7-(3-((6-isopropylpyridin-3-yl)amino)-7,8-dihydro-1,6-naphthyridin-6(5H)-yl)-8-methyl-4H-pyrimido[1,2-b]pyridazin-4-one C(C)(C)C1=CC=C(C=N1)NC=1C=NC=2CCN(CC2C1)C=1C(=CC=2N(N1)C(C=CN2)=O)C